CC=1NC2=CC(=C(C=C2C1)O)O 2-methyl-5,6-dihydroxyindole